IC=1C=C(CN2[C@@H](CCC2)C(=O)O)C=CC1 (3-iodo-benzyl)-proline